6-fluoro-3-(4-fluorophenyl)-1H-isochromen-1-one FC=1C=C2C=C(OC(C2=CC1)=O)C1=CC=C(C=C1)F